2-trimethylsilyl-1,2,3-triazole C[Si](N1N=CC=N1)(C)C